3-[4-[4-[[1-[4-[(1R,2S)-6-hydroxy-2-phenyl-tetralin-1-yl]phenyl]-4-piperidyl]methyl]piperazin-1-yl]phenyl]piperidine-2,6-dione OC=1C=C2CC[C@@H]([C@@H](C2=CC1)C1=CC=C(C=C1)N1CCC(CC1)CN1CCN(CC1)C1=CC=C(C=C1)C1C(NC(CC1)=O)=O)C1=CC=CC=C1